The molecule is an unsaturated fatty acyl-CoA that results from the formal condensation of the thiol group of coenzyme A with the carboxy group of (17Z,20Z,23Z,26Z)-dotriacontatetraenoic acid. It is an unsaturated fatty acyl-CoA and an ultra-long-chain fatty acyl-CoA. It derives from a (17Z,20Z,23Z,26Z)-dotriacontatetraenoic acid. It is a conjugate acid of a (17Z,20Z,23Z,26Z)-dotriacontatetraenoyl-CoA(4-). CCCCC/C=C\\C/C=C\\C/C=C\\C/C=C\\CCCCCCCCCCCCCCCC(=O)SCCNC(=O)CCNC(=O)[C@@H](C(C)(C)COP(=O)(O)OP(=O)(O)OC[C@@H]1[C@H]([C@H]([C@@H](O1)N2C=NC3=C(N=CN=C32)N)O)OP(=O)(O)O)O